ClC1=C(C(=CC=2C3=C(C(=NC12)CC=O)CN([C@H]3C)C(COC)=O)OC)Cl (S)-2-(6,7-dichloro-8-methoxy-2-(2-methoxyacetyl)-1-methyl-2,3-dihydro-1H-pyrrolo[3,4-c]quinolin-4-yl)acetaldehyde